CN(C1=CC=C(C=N1)C1C(NC(CC1)=O)=O)C1CCNCC1 3-(6-(methyl(piperidin-4-yl)amino)pyridin-3-yl)piperidine-2,6-dione